[Na].OC1=CC=C(C(=O)OCC)C=C1 ethyl 4-hydroxybenzoate sodium salt